N-(5-fluoro-2-methanesulfonylphenyl)acetamide FC=1C=CC(=C(C1)NC(C)=O)S(=O)(=O)C